bicyclo[2.2.1]heptane-2,3-dicarboxylic acid, disodium salt [Na+].[Na+].C12C(C(C(CC1)C2)C(=O)[O-])C(=O)[O-]